2,4-dimethoxy-1,3,5-triazine COC1=NC=NC(=N1)OC